4-(5-Hydroxy-7-(methoxymethoxy)-4-oxo-4H-chromen-3-yl)phenyl 5-((di-tert-butoxyphosphoryl)oxy)-2,2-dimethylpentanoate C(C)(C)(C)OP(=O)(OC(C)(C)C)OCCCC(C(=O)OC1=CC=C(C=C1)C1=COC2=CC(=CC(=C2C1=O)O)OCOC)(C)C